BrC1=NN=CN1C 3-Bromo-4-methyl-4H-1,2,4-triazole